3-(4-(Hydroxymethyl)-3-methyl-2-oxo-2,3-dihydro-1H-benzo[d]imidazol-1-yl)piperidine-2,6-dione OCC1=CC=CC=2N(C(N(C21)C)=O)C2C(NC(CC2)=O)=O